CP1(C(C(C1(C)C)C)(C)C)=O 1,2,2,3,4,4-hexamethylphosphetane-1-oxide